CN1C=C(C2=CC=CC=C12)C(CNS(=O)(=O)C1=CC=C2C=CNC2=C1)N1CCOCC1 N-(2-(1-methyl-1H-indol-3-yl)-2-morpholinoethyl)-1H-indole-6-sulfonamide